(S)-1-(2,6-difluoro-3-(2-hydroxyethoxy)benzyl)-3,4-dimethyl-2-oxo-N-(2,4,6-trifluorobenzyl)-1,2,3,4-tetrahydro-quinazoline-7-carboxamide FC1=C(CN2C(N([C@H](C3=CC=C(C=C23)C(=O)NCC2=C(C=C(C=C2F)F)F)C)C)=O)C(=CC=C1OCCO)F